1-(3-cyano-2-(2-methylthiazol-5-yl)quinolin-5-yl)-3-cyclopropyl-N-methyl-5,6-dihydroimidazo[1,5-a]pyrazine-7(8H)-carboxamide C(#N)C=1C(=NC2=CC=CC(=C2C1)C=1N=C(N2C1CN(CC2)C(=O)NC)C2CC2)C2=CN=C(S2)C